OC1=C(C=2N(C=C1)N=CC2C2CCC1(CN(C1)C(=O)OC(C)(C)C)CC2)C#N tert-butyl 7-(5-hydroxy-4-cyanopyrazolo[1,5-a]pyridin-3-yl)-2-azaspiro[3.5]nonane-2-carboxylate